C(CCCCC)C(C(=O)OCCCCCCCCCN(CCCCCCCCCOC(C(CCCCCC)CCCCCC)=O)CCCNC(=O)OC(C)(C)C)CCCCCC 9-[3-(tert-butoxycarbonylamino)propyl-[9-(2-hexyloctanoyloxy)nonyl]amino]nonyl 2-hexyloctanoate